NC=1C(=C(C=C2C=C(N=CC12)NC(OC1CN(CCN(C1)C)C)=O)C1=C(C2=C(OCCN2)N=C1)C)F 1,4-Dimethyl-1,4-diazepan-6-yl (8-amino-7-fluoro-6-(8-methyl-2,3-dihydro-1H-pyrido[2,3-b][1,4]oxazin-7-yl)isoquinolin-3-yl)carbamate